C(C)(C)(C)C1=CC(=C(C=C1Cl)C=1NC2=CC=NC(=C2C(C1)=O)C=1N(C=C(N1)C)C)C 2-(4-tert-butyl-5-chloro-2-methyl-phenyl)-5-(1,4-dimethylimidazol-2-yl)-1H-1,6-naphthyridin-4-one